C(N)(=N)C1=CC(=C(C=C1)C(C)(C)OCCNC(OC)=O)OC Methyl (2-((2-(4-carbamimidoyl-2-methoxyphenyl)propan-2-yl)oxy)ethyl)carbamate